CC(CCC)(CCCC)C 4,4-dimethyl-octane